2-(4-(((1r,3r)-3-((3-cyanophenyl)sulfonamido)cyclobutyl)amino)-1H-pyrrolo[2,3-b]pyridin-5-yl)-N-methyloxazole-4-carboxamide C(#N)C=1C=C(C=CC1)S(=O)(=O)NC1CC(C1)NC1=C2C(=NC=C1C=1OC=C(N1)C(=O)NC)NC=C2